C(C)(C)(C)OC(=O)NC1CC(C1)C(=O)O (1s,3s)-3-((tertbutoxycarbonyl)amino)cyclobutane-1-carboxylic acid